FC=1C(=NC=C(C1)F)C(=O)OCC ethyl 3,5-difluoro-pyridine-2-carboxylate